3-Benzyl 1-(tert-butyl) 3-methyl-2-oxopyrrolidine-1,3-dicarboxylate CC1(C(N(CC1)C(=O)OC(C)(C)C)=O)C(=O)OCC1=CC=CC=C1